5-(2-fluorophenyl)-6-(3-fluoropyridin-4-yl)-N-(3-methyl-1H-1,2,4-triazol-5-yl)-1,2,4-triazin-3-amine FC1=C(C=CC=C1)C=1N=C(N=NC1C1=C(C=NC=C1)F)NC1=NC(=NN1)C